O=C1NC(CCC1C=1C(=NC2=CC=C(C=C2C1)NCC(=O)O)C)=O (3-(2,6-dioxopiperidin-3-yl)-2-methylquinolin-6-yl)glycine